CP(C1=C(C=CC=C1)[N+](=O)[O-])(C)=O dimethyl(2-nitrophenyl)phosphine oxide